4-(3-Chloroanilino)-2'-[(2R)-3-hydroxy-2-methylpropyl]-2',3'-dihydrospiro[cyclohexane-1,1'-isoindole]-4-carboxylic acid methyl ester COC(=O)C1(CCC2(N(CC3=CC=CC=C23)C[C@H](CO)C)CC1)NC1=CC(=CC=C1)Cl